N-(4-cyanobenzyl)-4-butyryl-1H-pyrrole-2-carboxamide C(#N)C1=CC=C(CNC(=O)C=2NC=C(C2)C(CCC)=O)C=C1